ClC1=CC=C(C=C1)C1(OCC2=CC(=CC=C12)C1=CC(=CC=C1)C)CCCN(CC(=O)O)C N-{3-[1-(4-Chloro-phenyl)-5-(3-methyl-phenyl)-1,3-dihydro-isobenzofuran-1-yl]-propyl}-N-methyl-glycine